C12C(CC(CC1)C2)N2CCC(CC2)S(=O)(=O)N(C=2C=C(C=CC2)C)CC2=CC=C(C=C2)C=2OC(=NN2)C(F)F 1-(bicyclo[2.2.1]heptan-2-yl)-N-(4-(5-(difluoromethyl)-1,3,4-oxadiazol-2-yl)benzyl)-N-(m-tolyl)piperidine-4-sulfonamide